[O].C(CCCCC#N)#N adiponitrile oxygen